ClC(C)(Cl)Cl 1,1,1-Trichloroethan